[C-]1(C=CC=C1)C=O.[CH-]1C=CC=C1.[Fe+2] Ferrocenecarbaldehyde